7-(3-((4,4-bis(((Z)-oct-5-en-1-yl)oxy)butanoyl)oxy)-2-(hydroxymethyl)propoxy)-7-oxoheptyl 2-hexyldecanoate C(CCCCC)C(C(=O)OCCCCCCC(=O)OCC(COC(CCC(OCCCC\C=C/CC)OCCCC\C=C/CC)=O)CO)CCCCCCCC